bis(gamma-(triethoxysilyl) propyl) tetrasulfide C(C)O[Si](CCCSSSSCCC[Si](OCC)(OCC)OCC)(OCC)OCC